C(C)(C)C1=CC=C(C=C1)C=1N=C(NC1)C1N(CCCC1)C(C(C)SC)=O 1-(2-(4-(4-isopropylphenyl)-1H-imidazol-2-yl)piperidin-1-yl)-2-(methylthio)propan-1-one